3-(difluoromethoxy)-1-methyl-1H-pyrazole-4-carboxylic acid ethyl ester C(C)OC(=O)C=1C(=NN(C1)C)OC(F)F